6-chloro-3-((3-nitrophenyl)thio)-1H-indole ClC1=CC=C2C(=CNC2=C1)SC1=CC(=CC=C1)[N+](=O)[O-]